3,4-phenylenedioxythiophene C1=CC(=CC=C1O)OC2=CSC=C2